sulfofluoramide S(=O)(=O)(O)NF